4-[[2-[4-[3-[1-(5-chloropyrimidin-2-yl)-4-piperidinyl]propoxy]-2-fluoro-phenyl]acetyl]amino]-N-[2-hydroxy-1-(hydroxymethyl)ethyl]butanamide ClC=1C=NC(=NC1)N1CCC(CC1)CCCOC1=CC(=C(C=C1)CC(=O)NCCCC(=O)NC(CO)CO)F